N(=[N+]=[N-])C1=CC=C(C(=O)OCC#N)C=C1 Cyanomethyl 4-azidobenzoate